NC1=NC=2CN(CCC2C2=C1N=C(N2CC(CO)(C)CO)COCC)C(=O)OCC2=C(C=CC=C2)CN 2-(aminomethyl)benzyl 4-amino-2-(ethoxymethyl)-1-(3-hydroxy-2-(hydroxymethyl)-2-methylpropyl)-1,6,8,9-tetrahydro-7H-imidazo[4,5-c][1,7]naphthyridine-7-carboxylate